Cl[O] Chloro-oxygen